C1=CC=CC=2C3=CC=CC=C3N(C12)C1=CC=C(C=C1)C1(C2=CC=CC=C2C=2C=CC=CC12)C1=CC=C(C=C1)N1C2=CC=CC=C2C=2C=CC=CC12 9,9-Bis[4-(carbazole-9-yl)phenyl]fluorene